(6S,7S)-7-amino-6-((2,3',5-trifluoro-[1,1'-biphenyl]-3-yl)methyl)-5-azaspiro[2.4]heptane-5-carboxylic acid tert-butyl ester C(C)(C)(C)OC(=O)N1CC2(CC2)[C@@H]([C@@H]1CC=1C(=C(C=C(C1)F)C1=CC(=CC=C1)F)F)N